(R,E)-N-(2-bromo-3-fluorobenzylidene)-2-methylpropane-2-sulfinamide BrC1=C(\C=N\[S@](=O)C(C)(C)C)C=CC=C1F